COC(=O)C1=CC=C2C=CN(C2=C1)COCC[Si](C)(C)C.C(CCCCCCCCCCCCCCCCCCC)OCC(CNC1=CC=C(C=C1)NCC(COCCCCCCCCCCCCCCCCCCCC)O)O 1,4-bis[3-eicosyloxy-2-hydroxy-propylamino]benzene methyl-1-((2-(trimethyl-silyl)ethoxy)methyl)-1H-indole-6-carboxylate